C(C1=CC=CC=C1)NC(CC1=NC=C(C=C1)C1=C(C=C(C=C1)OC1CC(C1)N1CCOCC1)C)=O N-benzyl-2-(5-(2-methyl-4-((1r,3r)-3-morpholinocyclobutoxy)phenyl)pyridin-2-yl)acetamide